ethylene-bis(allylbicyclo[2.2.1]hept-5-ene-2,3-dicarboximide) C(CC12C3(C(C(C=C1)C2)C(NC3=O)=O)CC=C)C32C1(C(C(C=C3)C2)C(NC1=O)=O)CC=C